N-((5-(8-(((3S,4R)-3-fluoro-1-methylpiperidin-4-yl)amino)-3-(2,2,2-trifluoroethyl)imidazo[1,2-a]pyridin-2-yl)-1,3,4-thiadiazol-2-yl)methyl)cyclopropanecarboxamide F[C@H]1CN(CC[C@H]1NC=1C=2N(C=CC1)C(=C(N2)C2=NN=C(S2)CNC(=O)C2CC2)CC(F)(F)F)C